C(C1=CC=CC=C1)N1C2=CC=CC=C2C=2C(=CC(=C(C12)[N+](=O)[O-])C1=CC=CC=C1)O 9-Benzyl-1-nitro-2-phenyl-9H-carbazol-4-ol